N-ethyl-2-(4-(1-methyl-2-oxo-1,2,3,4-tetrahydroquinolin-6-yl)-5,6,7,8-tetrahydroisoquinolin-8-yl)acetamide C(C)NC(CC1CCCC=2C(=CN=CC12)C=1C=C2CCC(N(C2=CC1)C)=O)=O